2-amino-6-(2-(2,6-dioxopiperidin-3-yl)-1-oxoisoindolin-5-yl)-4-(trifluoromethyl)nicotinonitrile NC1=C(C#N)C(=CC(=N1)C=1C=C2CN(C(C2=CC1)=O)C1C(NC(CC1)=O)=O)C(F)(F)F